1-(2-cyanoethyl)-3-formyl-4-oxo-4H-pyrido[1,2-a]pyrimidinium C(#N)CC[N+]1=C2N(C(C(=C1)C=O)=O)C=CC=C2